(S)-2-(4-(3-(2,5-dimethylphenyl)-1H-pyrazol-1-yl)-6-morpholinopyrimidin-2-yl)-2-methoxyethan-1-ol CC1=C(C=C(C=C1)C)C1=NN(C=C1)C1=NC(=NC(=C1)N1CCOCC1)[C@@H](CO)OC